BrS(=O)Br dibromo sulfoxide